Methylporphyrin CC1=C2C=C3C=CC(=N3)C=C4C=CC(=N4)C=C5C=CC(=CC(=C1)N2)N5